(((((piperazin-1-yl)methyl)cyclopropyl)methoxy)-8-fluoro-7-(3-(methoxymethoxy)-8-((triisopropylsilyl)ethynyl)naphthalen-1-yl)quinazolin-4-yl)-3,8-diazabicyclo[3.2.1]octane-8-carboxylate N1(CCNCC1)CC1(CC1)COC1=NC2=C(C(=CC=C2C(=N1)OC(=O)N1C2CNCC1CC2)C2=CC(=CC1=CC=CC(=C21)C#C[Si](C(C)C)(C(C)C)C(C)C)OCOC)F